Diphenyl-(4-(spiro[fluorene-9,9'-xanthene]-2-yl)phenyl)phosphine oxide C1(=CC=CC=C1)P(C1=CC=C(C=C1)C1=CC2=C(C=C1)C1=CC=CC=C1C21C2=CC=CC=C2OC=2C=CC=CC12)(C1=CC=CC=C1)=O